1-[(2S)-butan-2-yl]-1H-imidazole-4-carboxylic acid ethyl ester C(C)OC(=O)C=1N=CN(C1)[C@@H](C)CC